tert-butyl 4-(3-hydroxy-2-nitrophenyl)-3,6-dihydropyridine-1(2H)-carboxylate OC=1C(=C(C=CC1)C=1CCN(CC1)C(=O)OC(C)(C)C)[N+](=O)[O-]